C(CC1=CC=CC=C1)[Si](OC)(OC)OC phenethyltrimethoxysilan